5,5-dimethyl-4-(p-tolyl)dihydroFuran-2(3H)-one CC1(C(CC(O1)=O)C1=CC=C(C=C1)C)C